1H-indole-1,3-dicarboxylic acid 1-(tert-butyl) ester 3-methyl ester COC(=O)C1=CN(C2=CC=CC=C12)C(=O)OC(C)(C)C